C(CCCCCCCCC)=O (SR)-decanal